1-hydroxy-4,7-dimethoxy-1-(2-oxopropyl)-1H-phenanthren-2-one OC1(C(C=C(C=2C3=CC=C(C=C3C=CC12)OC)OC)=O)CC(C)=O